2-((1-(2-(4,6-dichloro-2-methyl-1H-indol-3-yl)ethyl)-1H-1,2,3-triazol-4-yl)methoxy)ethan-1-ol ClC1=C2C(=C(NC2=CC(=C1)Cl)C)CCN1N=NC(=C1)COCCO